1-(4-(2-(3-(4-(tert-butyl)piperazin-1-yl)phenyl)-3,6-dimethoxypyridin-4-yl)-2-chlorophenyl)-3-methyl-1H-imidazol-2(3H)-one C(C)(C)(C)N1CCN(CC1)C=1C=C(C=CC1)C1=NC(=CC(=C1OC)C1=CC(=C(C=C1)N1C(N(C=C1)C)=O)Cl)OC